C(C)(=O)C1CCOCC1 4-acetyl-(tetrahydropyran)